5-chloro-2-(2-fluoroethoxy)benzoic acid ClC=1C=CC(=C(C(=O)O)C1)OCCF